C(C)(C)(C)OC(=O)N(CC(=O)O)C[C@H](C)C1=CC=CC=C1 (R)-2-((tert-butoxycarbonyl)(2-phenylpropyl)amino)acetic acid